1-Isocyanato-3,3,5-trimethyl-5-(isocyanatomethyl)cyclohexane N(=C=O)C1CC(CC(C1)(CN=C=O)C)(C)C